2-[bis[3-(dimethylamino)propyl]amino]-4-[(3-methyl-2(3H)-benzothiazolylidene)methyl]-1-phenylquinolinium CN(CCCN(C1=[N+](C2=CC=CC=C2C(=C1)C=C1SC2=C(N1C)C=CC=C2)C2=CC=CC=C2)CCCN(C)C)C